3-(4-bromo-3-nitro-1H-pyrazol-1-yl)phenol BrC=1C(=NN(C1)C=1C=C(C=CC1)O)[N+](=O)[O-]